FC=1C(=C(C=O)C=C(C1)C(=O)N1CC2=C(CC1)SC(=C2)N2CCCC2)O 3-fluoro-2-hydroxy-5-(2-(pyrrolidin-1-yl)-4,5,6,7-tetrahydrothieno[3,2-c]pyridine-5-carbonyl)benzaldehyde